[Cr](=O)(=O)(O[SiH2]C(C1=CC=CC=C1)(C1=CC=CC=C1)C1=CC=CC=C1)O[SiH2]C(C1=CC=CC=C1)(C1=CC=CC=C1)C1=CC=CC=C1 bis-(tritylsilyl) chromate